C1(=CC=CC=C1)N1C=2C=CC=CC2C=2C3=C(C(=CC12)B(O)O)C=CC=C3 (7-phenyl-7H-benzo[c]carbazol-5-yl)boronic acid